6-[3-(Trifluoromethoxy)phenyl]sulfonyl-2-azaspiro[3.3]heptane FC(OC=1C=C(C=CC1)S(=O)(=O)C1CC2(CNC2)C1)(F)F